C(C)OC1=CN=CC(=N1)C=1C=C(C(=NC1)C(=O)O)F 5-(6-Ethoxypyrazin-2-yl)-3-fluoropicolinic Acid